2-[[(2R,3s,4r,5r)-3-(3,4-difluoro-2-methoxy-phenyl)-4,5-dimethyl-5-(trifluoromethyl)tetrahydrofuran-2-carbonyl]amino]pyridine-4-carboxamide FC=1C(=C(C=CC1F)[C@H]1[C@@H](O[C@]([C@@H]1C)(C(F)(F)F)C)C(=O)NC1=NC=CC(=C1)C(=O)N)OC